4,6-dichloro-N-methyl-1,3,5-triazin-2-amine ClC1=NC(=NC(=N1)Cl)NC